3-((5-(5-(difluoromethyl)-1,3,4-oxadiazole-2-yl)pyridine-2-yl)methyl)-5-fluoro-6-(1-(1-isopropylpiperidine-4-yl)-1H-pyrazole-4-yl)benzo[d]oxazole-2(3H)-one FC(C1=NN=C(O1)C=1C=CC(=NC1)CN1C(OC2=C1C=C(C(=C2)C=2C=NN(C2)C2CCN(CC2)C(C)C)F)=O)F